9-tetradecadienyl acetate C(C)(=O)OC(CCCCC=CC=C)CCCCC